NC1=CC=CC(=N1)S(=O)(=O)NC(=O)C=1C(=NC(=CC1)C1=C(C=CC(=C1)OCC(C)C)F)N1CCC(CC1)C N-[(6-Amino-2-pyridyl)sulfonyl]-6-(2-fluoro-5-isobutoxyphenyl)-2-(4-methyl-1-piperidyl)pyridin-3-carboxamid